diisoamyl-benzene tert-butyl-(S)-(5-(2-(2-aminopyridin-3-yl)-5-(1H-pyrazol-1-yl)-3H-imidazo[4,5-b]pyridin-3-yl)-3,3-difluoro-2,3-dihydro-1H-inden-1-yl)carbamate C(C)(C)(C)N(C(O)=O)[C@H]1CC(C2=CC(=CC=C12)N1C(=NC=2C1=NC(=CC2)N2N=CC=C2)C=2C(=NC=CC2)N)(F)F.C(CC(C)C)C2=C(C=CC=C2)CCC(C)C